4,6-di-t-butylphenol C(C)(C)(C)C1=CC=C(C(=C1)C(C)(C)C)O